C(C1=CC=CC=C1)OC1=NC(=CC=C1C=1C=C(C=CC1)NC[C@@H]1CN(CCC1)C(=O)OC(C)(C)C)OCC1=CC=CC=C1 tert-butyl (R)-3-(((3-(2,6-bis(benzyloxy)pyridin-3-yl)phenyl)amino)methyl)piperidine-1-carboxylate